N1CC2(C=3C1=NC=CC3)CNCCC2 dihydrospiro[piperidine-3,3'-pyrrolo[2,3-b]pyridin]